2-{(1R,5S)-3'-amino-8-azaspiro[bicyclo[3.2.1]octane-3,1'-cyclobutane]-8-yl}-4-fluorobenzo[d]thiazole-6-carboxylic acid methyl ester COC(=O)C1=CC2=C(N=C(S2)N2[C@H]3CC4(CC(C4)N)C[C@@H]2CC3)C(=C1)F